4-(4-aminopiperidin-1-yl)-3-(5,6-difluoro-1H-1,3-benzodiazol-2-yl)-5-(3-fluoro-5-methylphenyl)-N-methylpyridin-2-amine NC1CCN(CC1)C1=C(C(=NC=C1C1=CC(=CC(=C1)C)F)NC)C1=NC2=C(N1)C=C(C(=C2)F)F